N1=NC=C(C=C1)C1=CN=C(S1)N 5-(pyridazin-4-yl)thiazol-2-amine